2-(2-chlorophenyl)-1-hydroxy-4-methyl-1H-imidazole-5-carboxylic acid ClC1=C(C=CC=C1)C=1N(C(=C(N1)C)C(=O)O)O